2-(4-(4-(benzo[d][1,3]dioxin-5-ylmethyl)piperazin-1-yl)butyl)-4-benzyl-1,2,4-thiadiazolidine-3,5-dione O1COCC2=C1C=CC=C2CN2CCN(CC2)CCCCN2SC(N(C2=O)CC2=CC=CC=C2)=O